N1(CCOCC1)CCC(=O)C=1C(OC2=CC(=CC(=C2C1)C)C1=CC=CC=C1)=O 3-(3-morpholinyl-propionyl)-5-methyl-7-phenylcoumarin